N-(2-(1H-pyrazol-1-yl)benzyl)-2-(4-aminopiperidin-1-yl)-9-cyclopentyl-9H-purin-6-amine N1(N=CC=C1)C1=C(CNC2=C3N=CN(C3=NC(=N2)N2CCC(CC2)N)C2CCCC2)C=CC=C1